N-((6S,7S)-6-([1,1'-biphenyl]-3-ylmethyl)-5-((R)-oxetane-2-carbonyl)-5-azaspiro[2.4]heptan-7-yl)-2-(2-methoxyethoxy)ethane-1-sulfonamide C1(=CC(=CC=C1)C[C@@H]1N(CC2(CC2)[C@@H]1NS(=O)(=O)CCOCCOC)C(=O)[C@@H]1OCC1)C1=CC=CC=C1